N[C@](C(=O)O)(CC1=C(C(=C(C=C1)B(O)O)F)F)C (S)-2-amino-3-(4-dihydroxyboryl-2,3-difluorophenyl)-2-methylpropanoic acid